S(OC=1C=CC(=C2C=CC=NC12)C=1NNC2=NC(=CNC21)N2C[C@@H]1[C@]([C@@H]1CC2)(C=2SC=C(N2)C)CN)(=O)(=O)F 5-(6-((1S,6R,7S)-7-(aminomethyl)-7-(4-methylthiazol-2-yl)-3-azabicyclo[4.1.0]heptan-3-yl)-2,4-dihydro-1H-pyrazolo[3,4-b]pyrazin-3-yl)quinolin-8-yl sulfurofluoridate